rac-tert-butyl (RS)-2-bromo-4-methyl-6,7-dihydropyrazolo[1,5-a]pyrazine-5(4H)-carboxylate BrC1=NN2C([C@H](N(CC2)C(=O)OC(C)(C)C)C)=C1 |r|